(Z)-N-(4-(2-(8-(4,4-difluoropiperidin-1-yl)quinolin-6-yl)-1-fluorovinyl)-3-(6-azaspiro[2.5]octan-6-yl)phenyl)-2-hydroxyethane-1-sulfonamide FC1(CCN(CC1)C=1C=C(C=C2C=CC=NC12)\C=C(/F)\C1=C(C=C(C=C1)NS(=O)(=O)CCO)N1CCC2(CC2)CC1)F